ClC=1C=C(C=CC1Cl)C(C1=NN=C(O1)C1CN(CC12CN(C2)C(=O)[C@@H]2C(C2)(F)F)C(=O)C2=C(N=C(S2)C)C)(F)F (8-(5-((3,4-dichlorophenyl)difluoromethyl)-1,3,4-oxadiazol-2-yl)-2-((R)-2,2-difluorocyclopropane-1-carbonyl)-2,6-diazaspiro[3.4]octan-6-yl)(2,4-dimethylthiazol-5-yl)methanone